4-(phosphonooxy)butyl-2-propenoic acid P(=O)(O)(O)OCCCCC(C(=O)O)=C